4-(trifluoromethyl)-6-((((1R,3R)-3-(4-(5-(trifluoromethyl)pyrimidin-2-yl)piperazine-1-carbonyl)cyclobutyl)amino)methyl)pyridazin-3(2H)-one FC(C=1C(NN=C(C1)CNC1CC(C1)C(=O)N1CCN(CC1)C1=NC=C(C=N1)C(F)(F)F)=O)(F)F